2-(phenylthio)propyl acrylate C(C=C)(=O)OCC(C)SC1=CC=CC=C1